C(=O)O.NC(CNCCN1CCN(CC1)C(=O)C1=C(C=C(C=C1)NC(=O)C=1N(C(=CN1)C1=C(C(=C(C=C1)OCC#N)F)F)C)Cl)=O N-[4-[4-[2-[(2-amino-2-oxoethyl)amino]ethyl]piperazine-1-carbonyl]-3-chloro-phenyl]-5-[4-(cyanomethoxy)-2,3-difluoro-phenyl]-1-methyl-imidazole-2-carboxamide formate